CN1C(=NC=2C1=C1C(=NC2N)C=C(S1)C1=NNC=C1)CCCN1CCOCC1 1-methyl-2-(3-morpholinopropyl)-7-(1H-pyrazol-3-yl)-1H-imidazo[4,5-d]thieno[3,2-b]pyridin-4-amine